dimethyl-hexadecyl-(2-methacryloyloxyethyl)ammonium bromide [Br-].C[N+](CCOC(C(=C)C)=O)(CCCCCCCCCCCCCCCC)C